NCCNC1=C2C3=C(C=NC2=CC=C1)SC=1C=CC(=CC1C3=O)Cl (2-Aminoethylamino)-10-chloro-12H-thiochromeno[2,3-c]quinolin-12-one